F[C@H](CC=C)C1=CC=C(C=C1)C(F)(F)F (R)-1-(1-fluorobut-3-en-1-yl)-4-(trifluoromethyl)benzene